3-(Bromomethyl)-4-fluorobenzenesulfonyl chloride BrCC=1C=C(C=CC1F)S(=O)(=O)Cl